C(=O)([O-])[C@@H](NC(CN(C)C)=O)CCC(N[C@H](C(N[C@H](C(=O)[O-])CCC(C=[N+]=[N-])=O)=O)CCC(C=[N+]=[N-])=O)=O.[Na+].[Na+] Sodium (6S,11S,14S)-6-carboxylato-11,14-bis(4-diazo-3-oxobutyl)-2-methyl-4,9,12-trioxo-2,5,10,13-tetraazapentadecan-15-oate